5-(2-chloro-5-(isobutyramidomethyl)benzamido)-1-isopropyl-N-(4-methoxyphenyl)-1H-indole-2-carboxamide ClC1=C(C(=O)NC=2C=C3C=C(N(C3=CC2)C(C)C)C(=O)NC2=CC=C(C=C2)OC)C=C(C=C1)CNC(C(C)C)=O